hexahydro-1H-cyclopenta[b]pyridine-1,4a(2H)-dicarboxylic acid 1-benzyl 4a-ethyl ester C(C)OC(=O)C12C(N(CCC1)C(=O)OCC1=CC=CC=C1)CCC2